1,3-diethenyl-1,1,3,3-tetramethoxy-disiloxane C(=C)[Si](O[Si](OC)(OC)C=C)(OC)OC